3-isopropyl-1-vinylcyclohexan-1-ol C(C)(C)C1CC(CCC1)(O)C=C